[2-(trimethylsilyl)ethoxy]ethanol C[Si](CCOC(C)O)(C)C